CC1=NC=C(C=C1NC1=NC=CC=C1C1=C2N=CN(C2=NC=N1)C1OCCCC1)[N+](=O)[O-] N-(2-methyl-5-nitropyridin-3-yl)-3-(9-(tetrahydro-2H-pyran-2-yl)-9H-purin-6-yl)pyridin-2-amine